2,2'-dichloro-6-iodo-6'-selenocyano-1,1'-biphenyl ClC1=C(C(=CC=C1)I)C1=C(C=CC=C1[Se]C#N)Cl